OCC1CN(C(O1)=O)C1=CC=CC2=CC=CC=C12 5-(hydroxymethyl)-3-(naphthalen-1-yl)oxazolidin-2-one